N-((3s,5s,7s)-adamantan-1-yl)-5-(3-methoxyphenyl)-2-methyl-oxazole-4-carboxamide C12(CC3CC(CC(C1)C3)C2)NC(=O)C=2N=C(OC2C2=CC(=CC=C2)OC)C